C1(CC1)C(CN1[C@@H](CCN2C1=NC(=C(C2=O)F)N2[C@H](COCC2)C)C(F)(F)F)=O (S)-9-(2-Cyclopropyl-2-oxoethyl)-3-fluoro-2-((S)-3-methyl-morpholin-4-yl)-8-trifluoromethyl-6,7,8,9-tetrahydropyrimido-[1,2-a]pyrimidin-4-one